(2S)-N-(3-chloro-4-fluoro-phenyl)-N-methyl-4-methylene-1-[6-methyl-4-(trifluoromethyl)-2-pyridinyl]-5-oxo-pyrrolidine-2-carboxamide ClC=1C=C(C=CC1F)N(C(=O)[C@H]1N(C(C(C1)=C)=O)C1=NC(=CC(=C1)C(F)(F)F)C)C